8-methacryloylaminooctyl-methyldiethoxysilane C(C(=C)C)(=O)NCCCCCCCC[Si](OCC)(OCC)C